CC=1C(=NC=CN1)C(=O)NC=1SC(=NN1)CC1=CC=C(C=C1)C(F)(F)F 3-methyl-N-(5-(4-(trifluoromethyl)benzyl)-1,3,4-thiadiazol-2-yl)pyrazine-2-carboxamide